N,N-dibenzyl-8-bromo-4'-chloro-4-methyl-2'-(methylthio)-3,4,5',8'-tetrahydro-2H-spiro[naphthalene-1,7'-pyrano[4,3-d]pyrimidin]-7-amine C(C1=CC=CC=C1)N(C1=CC=C2C(CCC3(CC=4N=C(N=C(C4CO3)Cl)SC)C2=C1Br)C)CC1=CC=CC=C1